IC1=CC=C(C=C1)NC(C=C)=O N-(4-iodophenyl)-2-propenamide